5-bromo-4-(bromomethyl)-1-ethyl-1H-pyrazole BrC1=C(C=NN1CC)CBr